ClC=1C=C(C=CC1)C1=NN=C(O1)NCC1=C(C=C(C=C1)B1OC(C(O1)(C)C)(C)C)F 5-(3-chlorophenyl)-N-(2-fluoro-4-(4,4,5,5-tetramethyl-1,3,2-dioxaborolan-2-yl)benzyl)-1,3,4-oxadiazol-2-amine